C(=O)=C1NCCNC1 carbonylpiperazin